4-(trifluoro-methyl)cyclohexanone FC(C1CCC(CC1)=O)(F)F